tris(9,9-bis(2-methoxyethyl)-9H-fluoren-2-yl)amine COCCC1(C2=CC=CC=C2C=2C=CC(=CC12)N(C1=CC=2C(C3=CC=CC=C3C2C=C1)(CCOC)CCOC)C1=CC=2C(C3=CC=CC=C3C2C=C1)(CCOC)CCOC)CCOC